C(C)OC([C@@H](NC(CC(C)O)=O)CCSC)=O N-beta-hydroxybutyryl-methionine ethyl ester